NC1=CC(=C(C=N1)C(=O)NC1=C(C=C(C(=C1)F)OC1=CC=NC2=CC(=C(C=C12)OC)OCCCN1CCOCC1)F)OC 6-amino-N-[2,5-difluoro-4-({6-methoxy-7-[3-(morpholin-4-yl)propoxy]-quinolin-4-yl}oxy)phenyl]-4-methoxypyridine-3-carboxamide